2-(5,7-difluoro-1H-indol-3-yl)ethylamine FC=1C=C2C(=CNC2=C(C1)F)CCN